C(C1=CC=CC=C1)[C@@H]1CN(CCN1C1=NC=C2C(=N1)N(N=C2C2=C(C(=C(C(=C2)C(F)(F)F)F)O)F)C)C(=O)NC (R)-3-Benzyl-4-(3-(2,4-difluoro-3-hydroxy-5-(trifluoromethyl)phenyl)-1-methyl-1H-pyrazolo[3,4-d]pyrimidin-6-yl)-N-methylpiperazine-1-carboxamide